ethyl-5,5-dimethyl-2-[p-(2-thienyl) benzoylamino]-3-hexenoate C(C)OC(C(C=CC(C)(C)C)NC(C1=CC=C(C=C1)C=1SC=CC1)=O)=O